CC(=CCC/C(=C/CC/C(=C/CC/C(=C/CCC(=C)C=C)/C)/C)/C)C The molecule is a sesterterpene that is beta-farnesene in which one of the terminal methyl hydrogens has been replaced by a geranyl group. It has a role as a bacterial metabolite. It is a sesterterpene and a polyene. It derives from a trans-beta-farnesene.